F[C@@H](C1=CC2=C(SC(=C2)C(=O)O)C=C1)P(=O)(OC1=CC=CC=C1)N[C@H](C(=O)OCC1(COC1)C)C 5-((1R)-fluoro((((S)-1-((3-methyloxetan-3-yl)methoxy)-1-oxopropan-2-yl)amino)(phenoxy)phosphoryl)methyl)benzo[b]thiophene-2-carboxylic acid